O(C1=CC=CC=C1)C1=CC=C(C=C1)C1=C(C(=O)N)C=CC=N1 (4-phenoxyphenyl)nicotinamide